(E)-N'-(6-(6-methoxy-7-nitro-1-oxoisoquinolin-2(1H)-yl)picolinoyl)-N,N-dimethylformamidine COC=1C=C2C=CN(C(C2=CC1[N+](=O)[O-])=O)C1=CC=CC(=N1)C(=O)/N=C/N(C)C